methyl 2-[(6-chloro-3-morpholinosulfonyl-4-quinolyl) amino]-5-(2,2,2-trifluoro-1-hydroxy-ethyl)benzoate ClC=1C=C2C(=C(C=NC2=CC1)S(=O)(=O)N1CCOCC1)NC1=C(C(=O)OC)C=C(C=C1)C(C(F)(F)F)O